N-methyl-N,N'-tris(benzimidazol-2-ylmethyl)-ethylenediamine CN(CCN(CC=1NC2=C(N1)C=CC=C2)CC=2NC1=C(N2)C=CC=C1)CC=1NC2=C(N1)C=CC=C2